CC1=C(C(=O)O)C=C(C(=C1OC)O)OC.COC=1C=C(C(=O)OC)C=C(C1O)OC Methyl 3,5-dimethoxy-4-hydroxybenzoate (Methyl syringate)